BrC=1C=CC2=C(C(=N[C@H](C=3N2C(=NN3)SCOP(=O)(O)O)CCC(=O)OC)C3=C(C=CC=C3)Cl)C1 methyl (S)-3-(8-bromo-6-(2-chlorophenyl)-1-(((phosphonooxy)methyl)thio)-4H-benzo[f][1,2,4]triazolo[4,3-a][1,4]diazepin-4-yl)propionate